C1(=CC(=CC(=C1)C(C(=O)O)(C)C1=CC2=CC=C(C=C2C=C1)OC)C(C(=O)O)(C)C1=CC2=CC=C(C=C2C=C1)OC)C(C(=O)O)(C)C1=CC2=CC=C(C=C2C=C1)OC.ON(C(CN(O)O)CC)O N,N,N',N'-tetrahydroxyethyl ethylenediamine benzene-1,3,5-triyltri(2-(6-methoxynaphthalen-2-yl) propionate)